Cl.N[C@@H]1CN(C[C@@H](C1)F)C1=C2C(=C(NC2=C(C=C1F)C(=O)N)C)C 4-((3S,5R)-3-amino-5-fluoropiperidin-1-yl)-5-fluoro-2,3-dimethyl-1H-indole-7-carboxamide hydrochloride